C[C@@H](CC)N1C=C(C=2C(=CC(=CC12)C=1C=NC(=CC1)N1CCNCC1)C(=O)NCC=1C(NC(=CC1C)C)=O)C 1-[2(S)-Butyl]-N-(4,6-dimethyl-2-oxo-1,2-dihydropyridin-3-ylmethyl)-3-methyl-6-[6-(1-piperazinyl)pyridin-3-yl]-1H-indole-4-carboxamide